P(=O)(OC(CC)CCC)(OC(CC)CCC)[O-] di(3-hexyl) phosphate